FC=1C(=CC(=NC1)NC(=O)[C@@H]1C[C@@H](CCC1)NC(OC(C)(C)C)=O)C=1C=NN2C1CCCCC2 tert-butyl ((1R,3S)-3-((5-fluoro-4-(5,6,7,8-tetrahydro-4H-pyrazolo[1,5-a]azepin-3-yl)pyridin-2-yl)carbamoyl)cyclohexyl)carbamate